COC=1C=C(C=CC1OC)C=1NC2=CC=C(C=C2C1CC)C(=O)NC1CCC(CC1)N(C)C 2-(3,4-dimethoxyphenyl)-N-(4-(dimethylamino)cyclohexyl)-3-ethyl-1H-indole-5-carboxamide